C(C)OC(=O)C=1C=NC(=NC1)Cl ethyl-2-chloropyrimidine-5-carboxylate